ClC=1C=C(C=CC1)S(=O)(=O)N1N=C(CC1C1=CC=C(C=C1)OC)C1=CC=C(C=C1)C 1-((3-chlorophenyl)sulfonyl)-5-(4-methoxyphenyl)-3-(p-tolyl)-4,5-dihydro-1H-pyrazole